3-[3-(4-dimethylcarbamoyl-phenyl)-isoxazol-5-yl]-1H-indazole CN(C(=O)C1=CC=C(C=C1)C1=NOC(=C1)C1=NNC2=CC=CC=C12)C